COC(C(=CC1=CC=CC=C1)C(=O)OC)=O.ClC1=C(C=NC2=CC(=C(C=C12)Cl)Cl)S(=O)(=O)N1CCSCC1 4-[(4,6,7-trichloro-3-quinolinyl)sulfonyl]thiomorpholine methyl-α-methoxyformyl-cinnamate